C(CC)OC(=O)C1=CC=2C(C3=CC(=C(C=C3OC2C=C1C(=O)OCCC)C(=O)OCCC)C(=O)OCCC)(C(F)(F)F)C(F)(F)F 9,9-bis(trifluoromethyl)-2,3,6,7-xanthenetetracarboxylic acid tetra-n-propyl ester